ClC=1C2=C(C=NC1)C(=C(S2)NC(OC(C)(C)C)=O)C#N tert-Butyl (7-chloro-3-cyanothieno[3,2-c]pyridin-2-yl)carbamate